NCC1=CC=C(C=C1)CSC1=C(C(=NN1C(C1=C(C=CC=C1)Cl)=O)C1C(C(N(C1)C(C(C)(C)C)=O)=O)C(F)(F)F)C 4-[5-({[4-(aminomethyl)phenyl]methyl}sulfanyl)-1-(2-chlorobenzoyl)-4-methyl-1H-pyrazol-3-yl]-1-(2,2-dimethylpropanoyl)-3-(trifluoromethyl)pyrrolidin-2-one